pyridin-3-ylpiperazin N1=CC(=CC=C1)N1CCNCC1